C(C)(=O)OCCOC1=NC2=C(C=3C=C(C(=CC13)F)F)[C@@H](COC2)N(C)[C@H](C)C2=CC=C(C=C2)OC 2-(((S)-8,9-Difluoro-1-(((R)-1-(4-methoxyphenyl)ethyl)(methyl)amino)-1,4-dihydro-2H-pyrano[3,4-c]isoquinolin-6-yl)oxy)ethyl acetate